C1(CC1)COC1CN(C1)N=O 3-(cyclopropylmethoxy)-1-nitrosoazetidine